((3aR,4R,6R,6as)-6-(2-chloro-5-(thiophen-2-yl)-7H-pyrrolo[2,3-d]pyrimidin-7-yl)-2,2-dimethyltetrahydro-4H-cyclopenta[d][1,3]dioxol-4-yl)methanol ClC=1N=CC2=C(N1)N(C=C2C=2SC=CC2)[C@@H]2C[C@@H]([C@@H]1[C@H]2OC(O1)(C)C)CO